6-[(1R)-1-hydroxyethyl]-4-methyl-7-oxo-1-azabicyclo[3.2.0]Hept-2-ene-2-carboxylic acid O[C@H](C)C1C2C(C=C(N2C1=O)C(=O)O)C